COC1=CC=C(C=C1)C1=NOC(=N1)N1CCC(CC1)C(=O)NCC1CN(CC1)CC=1SC=CC1C 1-(3-(4-Methoxyphenyl)-1,2,4-oxadiazol-5-yl)-N-((1-((3-Methylthiophen-2-yl)methyl)pyrrolidin-3-yl)methyl)piperidin-4-carboxamid